BrC=1SC(=CN1)C1=CC=CC=C1 2-bromo-5-phenylthiazole